1-bromo-N-[2-chloro-5-[4-chloro-1-methyl-5-(trifluoromethyl)-1H-pyrazol-3-yl]-4-fluorophenyl]cyclopropanecarboxamide BrC1(CC1)C(=O)NC1=C(C=C(C(=C1)C1=NN(C(=C1Cl)C(F)(F)F)C)F)Cl